2-(4-Fluorophenyl)-N-{4-[5-methyl-3-(2-methylanilino)-4-oxo-7-(2,2,2-trifluoroethyl)-4,5,6,7-tetrahydro-1H-pyrrolo[3,2-c]pyridin-2-yl]pyridin-2-yl}acetamid FC1=CC=C(C=C1)CC(=O)NC1=NC=CC(=C1)C1=C(C=2C(N(CC(C2N1)CC(F)(F)F)C)=O)NC1=C(C=CC=C1)C